2,3,4,6-tetra-O-methyl-1,5-di-O-acetyl-mannitol CO[C@H](COC(C)=O)[C@@H](OC)[C@H](OC)[C@H](OC(C)=O)COC